N-[1-(2-{[(1-methanesulfonylpiperidin-4-yl)methyl]amino}quinolin-4-yl)ethyl]-2-methylbenzamide CS(=O)(=O)N1CCC(CC1)CNC1=NC2=CC=CC=C2C(=C1)C(C)NC(C1=C(C=CC=C1)C)=O